C1(=CC=CC=C1)C1=CC2=C(N=C(O2)S)C=C1 6-phenylbenzo[d]oxazole-2-thiol